diphenyl-ethyl-phenyl-chloromethane C1(=CC=CC=C1)C=1C(=C(C=CC1)C(Cl)CC)C1=CC=CC=C1